N1=C(N=CC=C1)S(=O)(=O)C=1N=COC1 4-(pyrimidylsulfonyl)oxazole